trifluoromethylsulfonyloxy (trifluoromethanesulfonate) FC(S(=O)(=O)OOS(=O)(=O)C(F)(F)F)(F)F